C1(=CC=CC=C1)N(C1=CC=2C3(C4=CC=CC=C4C2C=C1)C1=CC=CC=C1C1=CC=CC=C13)C1=CC=C(C=C1)C=1C=CC=3N(C2=CC=CC=C2C3C1)C1=CC=CC=C1 N-phenyl-N-[4-(9-phenyl-9H-carbazol-3-yl)phenyl]spiro-9,9'-bifluoren-2-amine